4-(N-((1,2,3,5,6,7-Hexahydro-s-indacen-4-yl)carbamoyl)sulfamoyl)-N-methylpiperidine-1-carboxamide, Potassium Salt [K].C1CCC2=C(C=3CCCC3C=C12)NC(=O)NS(=O)(=O)C1CCN(CC1)C(=O)NC